tert-butyl-(R)-2-(5-(3-fluoropyrrolidin-1-yl)pyrazin-2-yl)-4-oxo-6,7-dihydrothiazolo[5,4-c]pyridine C(C)(C)(C)[C@H]1CC2=C(C(N1)=O)SC(=N2)C2=NC=C(N=C2)N2CC(CC2)F